di-tert-butyl (2S,4S)-4-((4-(hydroxy(phenyl)methyl)benzoyl)oxy)pyrrolidine-1,2-dicarboxylate OC(C1=CC=C(C(=O)O[C@H]2C[C@H](N(C2)C(=O)OC(C)(C)C)C(=O)OC(C)(C)C)C=C1)C1=CC=CC=C1